C(C)(C)(C)OC(=O)N=[S@@](=O)(C1=CC=C(C=C1)C)N1[C@@H](CCC1)C(=O)OC Methyl ((S)-N-(tert-butoxycarbonyl)-4-methylphenylsulfonimidoyl)-L-prolinate